Dimethyl 3-((1,2-dimethyl-6-(2-methylpyridin-4-yl)-1H-benzo[d]imidazol-5-yl)amino)phthalate CN1C(=NC2=C1C=C(C(=C2)NC2=C(C(C(=O)OC)=CC=C2)C(=O)OC)C2=CC(=NC=C2)C)C